4-benzenesulfonylbenzoyl chloride C1(=CC=CC=C1)S(=O)(=O)C1=CC=C(C(=O)Cl)C=C1